(1s,3s)-3-((tert-butoxycarbonyl) amino)-1-methylcyclobutyl benzoate C(C1=CC=CC=C1)(=O)OC1(CC(C1)NC(=O)OC(C)(C)C)C